OC1CNCCC1F 3-hydroxyl-4-fluoropiperidine